tert-butyl (3-cyano-4-(8-fluoro-4-hydroxy-2-(methylthio)-6-(trifluoromethyl)quinazolin-7-yl)benzo[b]thiophen-2-yl)carbamate C(#N)C=1C2=C(SC1NC(OC(C)(C)C)=O)C=CC=C2C2=C(C=C1C(=NC(=NC1=C2F)SC)O)C(F)(F)F